((1S,2S)-2-(5-fluoropyridin-3-yl)cyclopropyl)-5',6-dimethyl-2H-[1,4'-bipyridin] FC=1C=C(C=NC1)[C@@H]1[C@H](C1)C1N(C(=CC=C1)C)C1=CC=NC=C1C